C(C=C)N(CC(=O)OCC)C#N Ethyl N-allyl-N-cyanoglycinate